methyl ((5S,10S,11S,14S)-5-(tert-butyl)-16,16,16-trifluoro-10-hydroxy-11-(4-iodobenzyl)-15,15-dimethyl-3,6,13-trioxo-2-oxa-4,7,8,12-tetraazahexadecan-14-yl)carbamate C(C)(C)(C)[C@H](NC(OC)=O)C(NNC[C@@H]([C@@H](NC([C@H](C(C(F)(F)F)(C)C)NC(OC)=O)=O)CC1=CC=C(C=C1)I)O)=O